N-Hydroxy-5-(2-(2-methylpyrimidin-5-yl)-4-morpholinothieno[3,2-d]pyrimidin-6-ylamino)pentanamide ONC(CCCCNC1=CC=2N=C(N=C(C2S1)N1CCOCC1)C=1C=NC(=NC1)C)=O